(3S,4S)-8-(5-chloro-3-iodo-1-(tetrahydro-2H-pyran-2-yl)-1H-pyrazolo[3,4-b]pyrazin-6-yl)-3-methyl-2-oxa-8-azaspiro[4.5]decan-4-ylcarbamic acid tert-butyl ester C(C)(C)(C)OC(N[C@@H]1[C@@H](OCC12CCN(CC2)C2=C(N=C1C(=N2)N(N=C1I)C1OCCCC1)Cl)C)=O